1-[2-(4-cyano-3,5-dicyclohexylphenyl)acetamido]Cyclohexanecarboxylic acid C(#N)C1=C(C=C(C=C1C1CCCCC1)CC(=O)NC1(CCCCC1)C(=O)O)C1CCCCC1